3-(4-bromobenzyl)thiazolidine BrC1=CC=C(CN2CSCC2)C=C1